C(C1=CC=CC=C1)OC1=C(C(=NC(=C1)[C@@H]1O[C@]([C@H]([C@H]1C1=C(C(=C(C=C1)F)F)OC)C)(C(F)(F)F)C)C)C(COCC(=O)N)C |o1:14,16,17,18| (2-(4-(benzyloxy)-6-((2R*,3S*,4S*,5R*)-3-(3,4-difluoro-2-methoxyphenyl)-4,5-dimethyl-5-(trifluoromethyl)tetrahydrofuran-2-yl)-2-methylpyridin-3-yl)propoxy)acetamide